8-methyl-2-oxo-1,2,3,4-tetrahydroquinoline-6-boronic acid CC=1C=C(C=C2CCC(NC12)=O)B(O)O